2-chloro-N,5,7-trimethylpyrido[2,3-d]pyrimidin-4-amine ClC=1N=C(C2=C(N1)N=C(C=C2C)C)NC